4-[2-[3-(4-amino-1-tert-butyl-pyrazolo[3,4-d]pyrimidin-3-yl)-5-cyclopropyl-isoxazol-4-yl]pyrimidin-5-yl]piperidine-1-carboxylate NC1=C2C(=NC=N1)N(N=C2C2=NOC(=C2C2=NC=C(C=N2)C2CCN(CC2)C(=O)[O-])C2CC2)C(C)(C)C